Quinoline-2,4-dione N1C(CC(C2=CC=CC=C12)=O)=O